BrC1=CC=C2C(C(N(C2=C1)C1C(N(C(CC1)=O)CC1=CC=C(C=C1)OC)=O)=O)(C)C 3-(6-bromo-3,3-dimethyl-2-oxoindol-1-yl)-1-(4-methoxybenzyl)piperidine-2,6-dione